C1(CCCCC1)NC([C@@H](C)N(C=1C2=C(N=C(N1)C=1N=CN(C1)C)CCC2)C)=O (2R)-N-cyclohexyl-2-{methyl[2-(1-methyl-1H-imidazol-4-yl)-5H,6H,7H-cyclopenta[d]pyrimidin-4-yl]amino}propanamide